CC1=CC=CC(=N1)N1C=2C=CC=CC2C2=C1C(=NC1=CC=CC=C21)C2=CC=CC=C2 7-(6-methylpyridin-2-yl)-6-phenyl-7H-indolo[2,3-c]quinoline